C(CO)/C=C/O butene-1,4-diol